(2s,3s,4r,5r)-3,4-dihydroxy-N-methoxy-5-(6-(methylamino)-2-(5-(methylsulfonyl)pyridin-3-yl)-9H-purin-9-yl)tetrahydrofuran-2-carboxamide O[C@@H]1[C@H](O[C@H]([C@@H]1O)N1C2=NC(=NC(=C2N=C1)NC)C=1C=NC=C(C1)S(=O)(=O)C)C(=O)NOC